2,3-difluoro-4-methoxybenzoic acid FC1=C(C(=O)O)C=CC(=C1F)OC